N-(6-CYCLOPROPYL-1-METHYL-1H-INDAZOL-7-YL)-1-(6-(TRIFLUOROMETHYL)PYRIMIDIN-4-YL)-1H-PYRAZOLE-4-SULFONAMIDE C1(CC1)C1=CC=C2C=NN(C2=C1NS(=O)(=O)C=1C=NN(C1)C1=NC=NC(=C1)C(F)(F)F)C